BrC1=C2C=CC=NC2=C(N=C1)OC 5-bromo-8-methoxy-[1,7]Naphthyridine